CN1C(C=CC2=CC=C(C=C12)C1=CC=C(C=C1)CCCC)[O-] 1-methyl-7-(4-n-butyl-phenyl)quinolinolate